para-propyl-acetophenone C(CC)C1=CC=C(C=C1)C(C)=O